BrC1=CC(=C(C=C1C=1C(NC2=CC(=NC=C2C1)Cl)=O)NC(=O)NC1=CC=CC=C1)F 1-(4-bromo-5-(7-chloro-2-oxo-1,2-dihydro-1,6-naphthyridin-3-yl)-2-fluorophenyl)-3-phenylurea